N[C@@H](C1=C(C=C(C(=C1)Cl)C)O)C1CCN(CC1)C(=O)C=1C=CC=2N(C1)C=CN2 2-[(R)-amino(1-[imidazo[1,2-a]pyridine-6-carbonyl]piperidin-4-yl)methyl]-4-chloro-5-methylphenol